P(=O)(OCN(C#N)[C@H](C)C1=NN(C=2N(C([C@H]([C@H](C21)C2=CC=C(C=C2)F)NC(C2=CC(=CC=C2)C(F)(F)F)=O)=O)CC)C2=CC=CC=C2)([O-])[O-].[Na+].[Na+] sodium (N-((R)-1-((4S,5S)-7-ethyl-4-(4-fluorophenyl)-6-oxo-1-phenyl-5-(3-(trifluoromethyl)benzamido)-4,5,6,7-tetrahydro-1H-pyrazolo[3,4-b]pyridin-3-yl)ethyl)cyanamido)methyl phosphate